N-(3-Acetamidophenyl)-N-(1-(3-aminophenyl)-2-(benzylamino)-2-oxoethyl)-propiolamide C(C)(=O)NC=1C=C(C=CC1)N(C(C#C)=O)C(C(=O)NCC1=CC=CC=C1)C1=CC(=CC=C1)N